C(C)(C)(C)OC(=O)N1NC=C(C1=O)C1=C(C=CC=C1)NC(C(CC1=CC=CC=C1)N(C(C=O)=O)NC1=C(C=CC(=C1)Cl)N1N=NN=C1)=O 4-(2-(2-(((5-chloro-2-(1H-tetrazol-1-yl)phenyl)amino)-2-oxoacetylamino)-3-phenylpropionamido)phenyl)-5-oxo-2,5-dihydro-1H-pyrazole-1-carboxylic acid tert-butyl ester